C(C)(C)(C)OC(=O)N\C(=N/C(=O)OC(C)(C)C)\NC1=CC=C(C(=O)OC=2C=3N(C(=CC2)CCC(=O)OC(C)(C)C)C=CN3)C=C1 5-[3-(tert-butoxy)-3-oxopropyl]imidazo[1,2-a]pyridin-8-yl 4-{[(1Z)-{[(tert-butoxy)carbonyl]amino}({[(tert-butoxy)carbonyl]imino})methyl]amino}benzoate